ClC=1C(=CC=C2N=CC(=NC12)C=1C=NN(C1)C1CCN(CC1)C(=O)NC)OC=1C=CC2=C(NC(=N2)C)C1 4-(4-(8-chloro-7-((2-methyl-1H-benzo[d]imidazol-6-yl)oxy)quinoxalin-2-yl)-1H-pyrazol-1-yl)-N-methylpiperidine-1-carboxamide